lithium 1-isopropyl-1,5,6,7-tetrahydro-s-indacen-1-ide C(C)(C)[C-]1C=CC2=CC=3CCCC3C=C12.[Li+]